(1S,3aR,4S,7R,7aS)-2-(N-(tert-butoxycarbonyl)-O-cyclopropyl-L-threonyl)-2,3,3a,4,7,7a-hexahydro-1H-4,7-methanoisoindole-1-carboxylic acid C(C)(C)(C)OC(=O)N[C@@H]([C@H](OC1CC1)C)C(=O)N1[C@@H]([C@H]2[C@H]3C=C[C@@H]([C@H]2C1)C3)C(=O)O